4-Chloro-6-(ethyl(isopropyl)amino)-N-(4-(((tetrahydro-2H-pyran-2-yl)oxy)carbamoyl)phenyl)picolinamide ClC1=CC(=NC(=C1)N(C(C)C)CC)C(=O)NC1=CC=C(C=C1)C(NOC1OCCCC1)=O